2-(6-(trans-3-amino-4-hydroxypyrrolidin-1-yl)pyridin-2-yl)-4-(2-fluoro-6-methoxyphenyl)-2,3-dihydro-1H-pyrrolo[3,4-c]pyridin-1-one N[C@@H]1CN(C[C@H]1O)C1=CC=CC(=N1)N1CC=2C(=NC=CC2C1=O)C1=C(C=CC=C1OC)F